C[C@H](O)C1N(CCC1)C1=NN2C(C(=N1)NC=1SC=CN1)=CC=C2 methyl-(S)-(1-(4-(thiazol-2-ylamino)pyrrolo[2,1-f][1,2,4]triazin-2-yl)pyrrolidin-2-yl)methanol